1,1,1,3,5,5,5-heptamethyl-3-octyltrisiloxane C[Si](O[Si](O[Si](C)(C)C)(CCCCCCCC)C)(C)C